C(\C=C/CCCCCC)OC(\C=C\CCCCCNCCCCCCCC(=O)OC\C=C/CCCCCC)=O (E)-8-(7-(((Z)-Non-2-enyl)oxycarbonyl)-heptylamino)-oct-2-enoic acid (Z)-non-2-enyl ester